6-amino-2-(4-phenoxyphenyl)-9,10-dihydro-4H-benzo[d]pyrazolo[1,5-a][1,3]diazepine-3-carboxamide NC=1C=CC2=C(NC=3N(CC2)N=C(C3C(=O)N)C3=CC=C(C=C3)OC3=CC=CC=C3)C1